FC1C2N(C3CC(CC1C3)C2)N=NN2C3CC1CC(C(C2C1)F)C3 1,2-bis(4-fluoro-2-azaadamantan-2-yl)diazene